methyl (1S,3S)-1-((3-(benzyloxy)phenethoxy)methyl)-3-(methylsulfonamido)cyclopentane-1-carboxylate C(C1=CC=CC=C1)OC=1C=C(CCOC[C@]2(C[C@H](CC2)NS(=O)(=O)C)C(=O)OC)C=CC1